N-(4-AMINO-3,4-DIOXO-1-PHENYLBUTAN-2-YL)-2-METHYL-1-PHENYL-1H-IMIDAZOLE-5-CARBOXAMIDE NC(C(C(CC1=CC=CC=C1)NC(=O)C1=CN=C(N1C1=CC=CC=C1)C)=O)=O